5-(3-fluorophenyl)-N-(pyrazin-2-yl)-3-ureidothiophene-2-carboxamide FC=1C=C(C=CC1)C1=CC(=C(S1)C(=O)NC1=NC=CN=C1)NC(=O)N